S1C(=CC=C1)CCC=O 3-(THIOPHEN-2-YL)PROPANAL